C(C)(C)(C)[C@](O)(C[N+](C)(C)C)CC([O-])=O t-Butyl-L-Carnitine